CC1=C(C(=CC(=C1)Cl)C)B(O)O 2,6-DIMETHYL-4-CHLOROPHENYLBORONIC ACID